4-(((6-Bromopyridin-2-yl)oxy)methyl)-3-(2-((tert-butyldimethylsilyl)oxy)ethoxy)benzonitrile BrC1=CC=CC(=N1)OCC1=C(C=C(C#N)C=C1)OCCO[Si](C)(C)C(C)(C)C